CC(=C[C@H]1C([C@@H]1C(=O)OCC1=C(C(=C(C(=C1F)F)OC)F)C)(C)C)C 4-methoxy-2-methyl-3,5,6-trifluorobenzyl (1R)-trans-3-(2-methyl-1-propenyl)-2,2-dimethylcyclopropanecarboxylate